FCOC=1C=C(C=CC1)CNC(=O)NC12CC(C1)(C2)C(F)(F)F 1-[[3-(fluoromethoxy)phenyl]methyl]-3-[3-(trifluoromethyl)-1-bicyclo[1.1.1]pentanyl]urea